2-(2-fluoro-6-(phenylthio)phenyl)-1,3-dioxolane FC1=C(C(=CC=C1)SC1=CC=CC=C1)C1OCCO1